tetrahydroxyphenylethane OC(C(C1=CC=CC=C1)(O)O)O